4-{1-[(5-methylisoxazol-3-yl)methyl]-1H-pyrazol-4-yl}-1H-pyrrolo[2,3-b]pyridine CC1=CC(=NO1)CN1N=CC(=C1)C1=C2C(=NC=C1)NC=C2